ClC=1C=C(C=CC1)C1=CC=C(O1)C=C1C(C2=CC=CC=C2C1)=O 2-[[5-(3-Chlorophenyl)-2-furanyl]methylene]-2,3-dihydro-1H-inden-1-one